C(C)(C)[Si](N1C=CC2=CC=C(C=C12)S(=O)(=O)N1CCN(CC1)C1=CC=C(C=C1)O)(C(C)C)C(C)C 4-(4-((1-(triisopropylsilyl)-1H-indol-6-yl)sulfonyl)piperazin-1-yl)phenol